α-[2-(2-aminoethoxy)-ethyl]-N-methoxycarbonyl-3-indoleacetic acid methyl ester COC(C(C1=CN(C2=CC=CC=C12)C(=O)OC)CCOCCN)=O